4-benzyl-5-chloro-2,4-dihydro-3H-1,2,4-triazol-3-one C(C1=CC=CC=C1)N1C(NN=C1Cl)=O